bis-(phenylsulfonyl)methane C1(=CC=CC=C1)S(=O)(=O)CS(=O)(=O)C1=CC=CC=C1